tert-butyl (4-(3-(1-(2-bromo-4-fluorophenyl)-4-oxo-6-(trifluoromethyl)-1,4-dihydroquinazolin-3(2H)-yl)-6-methoxypyridin-2-yl)butyl)carbamate BrC1=C(C=CC(=C1)F)N1CN(C(C2=CC(=CC=C12)C(F)(F)F)=O)C=1C(=NC(=CC1)OC)CCCCNC(OC(C)(C)C)=O